COC1=C(NC2=CC=CC=C12)C(=O)N1CCC(CC1)C=1C=C2CN(C(C2=CC1)=O)C1C(NC(CC1)=O)=O 3-(5-(1-(3-methoxy-1H-indole-2-carbonyl)piperidin-4-yl)-1-oxoisoindolin-2-yl)piperidine-2,6-dione